CN1N=C(C=C1)C1=CC(=C(C(=O)N[C@@H]2CN(CCC2)C2=CC(=C(C(=C2)F)F)F)C=C1)F 4-(1-methyl-1H-pyrazol-yl)-N-((3S,4S)-(3,4,5-trifluorophenyl)piperidin-3-yl)-2-fluorobenzamide